methyl 6-((cyclopropylmethyl) amino)-5-nitropyridinecarboxylate C1(CC1)CNC1=C(C=CC(=N1)C(=O)OC)[N+](=O)[O-]